isobutyl-N-methoxymethylpyrrolidine C(C(C)C)C1N(CCC1)COC